3-iodo-2-cyanobenzoindole IC1=C(NC2=C3C(=CC=C12)C=CC=C3)C#N